3-(1-((2,6-dimethylphenyl)amino)-1-oxobutan-2-yl)-1-methyl-1H-imidazol-3-ium bromide [Br-].CC1=C(C(=CC=C1)C)NC(C(CC)[N+]1=CN(C=C1)C)=O